((tert-butyldimethylsilyl)oxy)cyclohexane-1-ol [Si](C)(C)(C(C)(C)C)OC1(CCCCC1)O